((S)-1-(3-chloro-5-fluoro-2-((4-methoxyphenoxy)methyl)phenyl)ethyl)pyrrolidin-2-one ClC=1C(=C(C=C(C1)F)[C@H](C)N1C(CCC1)=O)COC1=CC=C(C=C1)OC